COC1=CC=C(C2=C1NC(=N2)NC(=O)C=2C=NN(C2)CCOC)C2=C1C(=NC=C2)NC=C1 N-(7-methoxy-4-{1H-pyrrolo[2,3-b]pyridin-4-yl}-1H-1,3-benzodiazol-2-yl)-1-(2-methoxyethyl)-1H-pyrazole-4-carboxamide